CN(C=1C=C2CCC[C@H](C2=CC1)CNC=1C=NC=CC1C(=O)O)C1=CC=C(C=C1)N1N=CC=C1 3-({[(1R)-6-{methyl-[4-(1H-pyrazol-1-yl)phenyl]amino}-1,2,3,4-tetrahydronaphthalen-1-yl]methyl}amino)pyridine-4-carboxylic acid